C1(CC1)COC1=C(C(=CC(=C1)C(F)F)O)C(=O)N1CC2=CC=C(C=C2C1)OC1CCN(CC1)C (2-(Cyclopropylmethoxy)-4-(difluoromethyl)-6-hydroxyphenyl)(5-((1-methylpiperidin-4-yl)oxy)isoindolin-2-yl)methanone